tert-butyl (S)-3-((4-((diphenylmethylene)amino)-6-(trifluoromethyl)pyridin-2-yl)oxy)pyrrolidine-1-carboxylate C1(=CC=CC=C1)C(C1=CC=CC=C1)=NC1=CC(=NC(=C1)C(F)(F)F)O[C@@H]1CN(CC1)C(=O)OC(C)(C)C